4,7-dihydrothieno[2,3-c]pyridine S1C=CC2=C1CN=CC2